((4-methyl-5-((2'-oxospiro[cyclobutane-1,3'-indolin]-5'-yl)oxy)bicyclo[4.2.0]octan-2-yl)oxy)acetic acid CC1CC(C2CCC2C1OC=1C=C2C3(C(NC2=CC1)=O)CCC3)OCC(=O)O